1,6-dichloro-perylene ClC1=CC=C2C=CC(=C3C4=CC=CC5=CC=CC(C1=C23)=C45)Cl